3-morpholinobiguanide O1CCN(CC1)N(C(N)=N)C(=N)N